α-(Fluoromethyl)dehydroornithine C(/C=C/C(CF)(C(=O)O)N)N